bis(4-methacryloyloxydiethoxyphenyl)propane C(C(=C)C)(=O)OC1=C(C(=C(C=C1)C(C)(C)C1=C(C(=C(C=C1)OC(C(=C)C)=O)OCC)OCC)OCC)OCC